CC1CC(C2=CC=CC=C12)=O 3-methyl-1-indanone